ClC=1C=CC2=C(CCCN(C2=O)C[C@@H](CN2CC3=CC=CC=C3CC2)O)C1 7-chloro-2-[(2R)-3-(3,4-dihydro-1H-isoquinolin-2-yl)-2-hydroxy-propyl]-4,5-dihydro-3H-2-benzazepin-1-one